4-(6-(2,5-Difluorophenyl)-6-(1-methyl-2-oxo-1,2-dihydropyridin-3-yl)hex-1,3-diyn-1-yl)-2-(1H-pyrazol-3-yl)-1H-pyrrole FC1=C(C=C(C=C1)F)C(CC#CC#CC=1C=C(NC1)C1=NNC=C1)C=1C(N(C=CC1)C)=O